2-[[1-(2,6-dioxopiperidin-3-yl)-3-methyl-2-oxo-1,3-benzodiazol-5-yl]methoxy]acetaldehyde O=C1NC(CCC1N1C(N(C2=C1C=CC(=C2)COCC=O)C)=O)=O